bis-(dimethylaminoethoxy)morpholine CN(C)CCOC1N(CCOC1)OCCN(C)C